Ethyl (s)-4-(1-(3-amino-6-(2-hydroxyphenyl)pyridazin-4-yl)piperidin-3-yl)benzoate NC=1N=NC(=CC1N1C[C@@H](CCC1)C1=CC=C(C(=O)OCC)C=C1)C1=C(C=CC=C1)O